tert-Butyl 4-(2-oxo-2,3-dihydro-1H-benzo[d]imidazol-5-yl)piperazine-1-carboxylate O=C1NC2=C(N1)C=CC(=C2)N2CCN(CC2)C(=O)OC(C)(C)C